2-(2-((4-(((1,1,1,3,3,3-Hexafluoropropan-2-yl)oxy)carbonyl)piperazin-1-yl)methyl)-6-methylphenoxy)-2-methylpropanoic acid FC(C(C(F)(F)F)OC(=O)N1CCN(CC1)CC1=C(OC(C(=O)O)(C)C)C(=CC=C1)C)(F)F